ClC=1N=CN(C1)C1=C(C=C(C=C1)NC=1N=C2N(N1)CCN2C2=CC(=C(C=C2)F)F)OC N-[4-(4-Chloroimidazol-1-yl)-3-methoxy-phenyl]-4-(3,4-difluorophenyl)-5,6-dihydroimidazo[1,2-b][1,2,4]triazol-2-amine